methyl-4-(trifluoromethyl)benzene-1,2-diamine CC1=C(C(=CC=C1C(F)(F)F)N)N